N[C@@H]1[C@@H](CN(CC1)C1=C(C=NC2=CC=C(C=C12)Br)Cl)O cis-4-amino-1-(6-bromo-3-chloro-quinolin-4-yl)-piperidin-3-ol